COC(=O)C=1C=CC2=C(N(C(=N2)CN2CCC(CC2)C2=NC(=CC=C2)OCC2=CC(=CC=C2)C(C)=O)C[C@H]2OCC2)C1 (S)-2-((4-(6-((3-acetylbenzyl)oxy)pyridine-2-yl)piperidin-1-yl)methyl)-1-(oxetan-2-ylmethyl)-1H-benzo[d]imidazole-6-carboxylic acid methyl ester